4-(guanidino)-L-phenylalanine N(C(=N)N)C1=CC=C(C[C@H](N)C(=O)O)C=C1